4-(butylsulfanyl)-7-(diethylamino)-6-nitro-2-oxo-2H-chromen-3-carbaldehyde C(CCC)SC1=C(C(OC2=CC(=C(C=C12)[N+](=O)[O-])N(CC)CC)=O)C=O